FC(C=1C(=NC=CC1)C1CN(CC1)C(=O)OC(C)(C)C)F tert-butyl 3-[3-(difluoromethyl)-2-pyridyl]pyrrolidine-1-carboxylate